tert-butyl (S)-4-(6-(6-ethoxy-2-methyl-2H-pyrazolo[3,4-b]pyridine-5-carboxamido) pyridazin-3-yl)-2-methylpiperazine-1-carboxylate C(C)OC=1C(=CC=2C(N1)=NN(C2)C)C(=O)NC2=CC=C(N=N2)N2C[C@@H](N(CC2)C(=O)OC(C)(C)C)C